C1(=CC=CC=C1)C(C1=CC=C(N(C2=CC=CC=C2)C2=CC=CC=C2)C=C1)(C1=CC=C(N(C2=CC=CC=C2)C2=CC=CC=C2)C=C1)C1=CC=CC=C1 4,4'-(diphenylmethylene)bis(N,N-diphenylaniline)